8-((3-methylthiophen-2-yl)sulfonyl)-3-morpholino-1-oxa-8-azaspiro[4.5]decane CC1=C(SC=C1)S(=O)(=O)N1CCC2(CC(CO2)N2CCOCC2)CC1